C(C)(C)(C)OC(=O)N1CC2(CN(C2)CCCl)CCC1.CC1=CN=C(S1)C(C)=O 1-(5-Methylthiazol-2-yl)ethan-1-one tert-Butyl-2-(2-chloroethyl)-2,6-diazaspiro[3.5]nonane-6-carboxylate